(±)-3-(2-(8-chloro-6-(4-methylpyridin-3-yl)isoquinolin-3-ylamino)-2-oxoethyl)morpholine-4-carboxylic acid tert-butyl ester C(C)(C)(C)OC(=O)N1[C@@H](COCC1)CC(=O)NC=1N=CC2=C(C=C(C=C2C1)C=1C=NC=CC1C)Cl |r|